1,2,4-oxadiazol-3(2H)-one O1NC(N=C1)=O